tert-butyl (4-cyclopropyl-7-methyl-1,5-naphthyridin-3-yl)carbamate C1(CC1)C1=C(C=NC2=CC(=CN=C12)C)NC(OC(C)(C)C)=O